ethyl (E)-4-(dimethylamino)-4-methylpent-2-enoate CN(C(/C=C/C(=O)OCC)(C)C)C